FC1=C(C(=O)O)C=CC(=C1)C1=CN=CS1 2-fluoro-4-(1,3-thiazol-5-yl)benzoic acid